Cl.N[C@@H]1CN(CC[C@@H]1F)C1=NC2=C(N1CC1=CC=C(C#N)C=C1)C=C(C=C2)Cl 4-((2-((3R,4S)-3-Amino-4-fluoropiperidin-1-yl)-6-chloro-1H-benzo[d]imidazol-1-yl)methyl)benzonitril-hydrochlorid